C(\C=C\C=C\C)(=O)Cl Sorboyl chloride